tri-acetyl-ethylenediamine C(C)(=O)NCCN(C(C)=O)C(C)=O